N-(6-amino-5-methyl-3-pyridyl)-2-[5-methyl-2-[2-(1-methyl-4-piperidyl)-1,3-Benzothiazol-5-Yl]-1-piperidyl]-2-oxo-acetamide NC1=C(C=C(C=N1)NC(C(=O)N1C(CCC(C1)C)C=1C=CC2=C(N=C(S2)C2CCN(CC2)C)C1)=O)C